hydroxypropyl-ethyl-hypophosphorous acid OCCCP(=O)(O)CC